N(=[N+]=[N-])C[C@@H](C1=CC=CC=C1)N1N=CC(=C1)C1=C(C(=NC=N1)N)C1=CC=C(C=C1)Cl |r| (±)-6-[1-(2-azido-1-phenylethyl)-1H-pyrazol-4-yl]-5-(p-chlorophenyl)-4-pyrimidinylamine